CC1=CC=CC=C1N 6-methyl-phenylamine